ClC(C(=O)O[Si](C)(C)C)C trimethylsilyl chloropropionate